ClC1=CC=C(C=C1)[C@H](NC(=O)[C@@H]1CNC(O1)=O)C1=NC=C(C=C1)C(F)(F)F (S)-N-((S)-(4-chlorophenyl)(5-(trifluoromethyl)pyridin-2-yl)methyl)-2-oxo-oxazolidine-5-carboxamide